CN1N=C(C(=C1)C(=O)OC)C(NC=1C=CC=C2C=C(N=CC12)C=1C=NN(C1)C)=O methyl 1-methyl-3-((3-(1-methyl-1H-pyrazol-4-yl)isoquinolin-8-yl)carbamoyl)-1H-pyrazole-4-carboxylate